tert-butyl 4-ethoxycarbonyl-4-(4-fluorobenzyl)-piperidine-1-carboxylate C(C)OC(=O)C1(CCN(CC1)C(=O)OC(C)(C)C)CC1=CC=C(C=C1)F